O=C1C(=COC2=C1C=CC=C2)COC=2C=C(C=O)C=CC2 3-((4-oxo-4H-benzopyran-3-yl)methoxyl)benzaldehyde